sodium pentafluoroethyl-sulfinate FC(C(F)(F)F)(F)S(=O)[O-].[Na+]